tert-Butyl 6-chloro-3-[[(1R)-1-[2-ethylsulfanyl-4-oxo-6-(trifluoromethyl)chromen-8-yl]ethyl]amino]pyridine-2-carboxylate ClC1=CC=C(C(=N1)C(=O)OC(C)(C)C)N[C@H](C)C=1C=C(C=C2C(C=C(OC12)SCC)=O)C(F)(F)F